FC1=CC=C(CN2CC(C2)S(=O)(=O)C=2C=C(C=C(C2)N2CCOCC2)C=2C=NC(=NC2)N)C=C1 5-(3-((1-(4-fluorobenzyl)azetidin-3-yl)sulfonyl)-5-morpholinophenyl)pyrimidin-2-amine